2-(4-methylpyridin-3-yl)-2-(propylamino)ethanol CC1=C(C=NC=C1)C(CO)NCCC